FC=1C=C(C=CC1)N1C(=NC(=C1)C1=CC=CC=C1)SCC1=CC(=CC=C1)C(F)(F)F 1-(3-fluorophenyl)-4-phenyl-2-((3-(trifluoromethyl)benzyl)thio)-1H-imidazole